3-(3-(2-propylpentyloxy)phenyl)propan-1-amine C(CC)C(COC=1C=C(C=CC1)CCCN)CCC